(S)-2-iodo-3,4,6,7-tetrahydro-5H-imidazo[4,5-c]pyridine-5,6-dicarboxylic acid 5-(tert-butyl) 6-methyl ester COC(=O)[C@@H]1CC2=C(CN1C(=O)OC(C)(C)C)NC(=N2)I